6-(2-chlorophenyl)-2-[(4-hydroxy-3-methylphenyl)amino]imidazo[1,2-a]pyrimido[5,4-e]pyrimidin-5(6H)-one ClC1=C(C=CC=C1)N1C=2N(C3=C(C1=O)C=NC(=N3)NC3=CC(=C(C=C3)O)C)C=CN2